(S)-N-(1-(6-bromopyridin-3-yl)-2,2,2-trifluoroethyl)-2-methylpropane-2-sulfinamide BrC1=CC=C(C=N1)C(C(F)(F)F)N[S@@](=O)C(C)(C)C